C(=C)C1=CC(=CC=C1)OC1=CC=CC=C1 1-vinyl-3-(phenoxy)benzene